FC(C1=CC=C(C=C1)CC(=O)N1CCC(CC1)C1=NCC(NC2=C1C=CC=C2)=O)(F)F 5-[1-[2-[4-(trifluoromethyl)phenyl]acetyl]-4-piperidinyl]-1,3-dihydro-1,4-benzodiazepin-2-one